2-amino-9-methyl-4-oxo-4H-pyrido[1,2-a]pyrimidine-3-formaldehyde NC=1N=C2N(C(C1C=O)=O)C=CC=C2C